N-(3-Cyano-4-fluorophenyl)-5,6,9,10-tetrahydro-4H-isoxazolo[5'',4'':3',4']cyclohepta[1',2':3,4]pyrazolo[1,5-a]pyrazine-11(12H)-carboxamide C(#N)C=1C=C(C=CC1F)NC(=O)N1CC=2N(CC1)N=C1C2C2=C(CCC1)C=NO2